(2-(3'-chloro-[1,1'-biphenyl]-3-yl)naphthalen-1-yl)-9H-carbazole ClC=1C=C(C=CC1)C1=CC(=CC=C1)C1=C(C2=CC=CC=C2C=C1)C1=CC=CC=2C3=CC=CC=C3NC12